[OH-].[N+](=O)([O-])[O-].[Ca+2] calcium nitrate hydroxide